dicyclohexylnaphthalamide C1(CCCCC1)C=1C(=C(C2=CC=CC=C2C1)C(=O)N)C1CCCCC1